isooctylcarbazole C(CCCCC(C)C)C1=CC=CC=2C3=CC=CC=C3NC12